4-[(5R)-6,7-dihydro-5H-pyrrolo[1,2-c]imidazol-5-yl]-3-fluorobenzonitrile C1=C2N(C=N1)[C@H](CC2)C2=C(C=C(C#N)C=C2)F